lithium bisethyl malonate borate B([O-])([O-])[O-].C(CC(=O)OCC)(=O)OCC.[Li+].[Li+].[Li+]